2,2,2-trifluoro-1-(5-(3-(((R)-1-(4-fluorophenyl)ethyl)amino)-1,2,4-triazin-6-yl)pyridin-3-yl)ethan-1-ol FC(C(O)C=1C=NC=C(C1)C1=CN=C(N=N1)N[C@H](C)C1=CC=C(C=C1)F)(F)F